ClC=1C=C2C(=NC(=NC2=C(C1)F)C)S 6-chloro-8-fluoro-2-methyl-quinazoline-4-thiol